N-propyl-N-naphthylsulfonyl-1,2-ethanediamine Hydrochloric Acid Salt Cl.C(CC)N(CCN)S(=O)(=O)C1=CC=CC2=CC=CC=C12